2-[4,7,10-tris(tert-butoxycarbonylmethyl)-1,4,7,10-tetraaza-1-cyclododecyl]butanoic acid tert-butyl ester C(C)(C)(C)OC(C(CC)N1CCN(CCN(CCN(CC1)CC(=O)OC(C)(C)C)CC(=O)OC(C)(C)C)CC(=O)OC(C)(C)C)=O